COC=1C=CC(=C(C(=O)O)C1)C(F)(F)F 5-methoxy-2-(trifluoromethyl)benzoic acid